FC=1C=CC2=C(C(=C(O2)[C@H](C(C)C)NC(NC=2C=NC=C(C(=O)N3CCN(CC3)C(=O)OC(C)(C)C)C2)=O)C)C1 tert-butyl (S)-4-(5-(3-(1-(5-fluoro-3-methylbenzofuran-2-yl)-2-methylpropyl)ureido)nicotinoyl)piperazine-1-carboxylate